(8-difluoromethylene-1,8-dihydrodibenzo[e,h]azulen-1-yl)-N-(1,1-dimethylethyl)dimethylsilanamide titanium (IV) [Ti+4].FC(=C1C2=C(C=3C(C=CC3C3=C1C=CC=C3)C[Si](=O)N(C(C)(C)C)C)C=CC=C2)F